N,N-diethyl-S-trityl-L-cysteine C(C)N([C@@H](CSC(C1=CC=CC=C1)(C1=CC=CC=C1)C1=CC=CC=C1)C(=O)O)CC